C(C)OCOCCCC(CC(CC(CC(CC(C)I)C)C)C)C 12-iodo-4,6,8,10-tetramethyltridecyl ethoxymethyl ether